ClC=1C(=NC=CC1C1=NC(=C(C=C1)CNC[C@H]1NC(CC1)=O)OC)C=1C(=C(C=CC1)NC(C1=NC=C(C=C1)CNCC1OCC1)=O)C N-(3-(3'-chloro-6-methoxy-5-(((((S)-5-oxopyrrolidin-2-yl)methyl)amino)methyl)-[2,4'-bipyridin]-2'-yl)-2-methylphenyl)-5-(((oxetan-2-ylmethyl)amino)methyl)picolinamide